O1CCN(CC1)C=1C2=C(N=C(N1)NC=1OC(=NN1)C1=CC=CC=C1)C=C(O2)C2=CC=NC=C2 4-morpholino-N-(5-phenyl-1,3,4-oxadiazol-2-yl)-6-(4-pyridyl)furo[3,2-d]pyrimidin-2-amine